OC1=CC=C(C(=O)[O-])C=C1 4-hydroxylbenzoate